BrC1=CCCCC1 1-bromocyclohexene